1-{5-cyano-6-[(3,4-dimethoxyphenyl)amino]pyrimidin-2-yl}-5-amino-1H-pyrazole-4-carboxylic acid C(#N)C=1C=NC(=NC1NC1=CC(=C(C=C1)OC)OC)N1N=CC(=C1N)C(=O)O